C(C)(=O)NC(\C=C\C(=O)N1OCC1)=O (E)-N-acetyl-4-(1,2-oxazetidin-2-yl)-4-oxo-but-2-enamide